FC(C=1OC(=NN1)C=1C=NC(=CC1)COC=1C=CC=C2C=CC=NC12)F 2-(difluoromethyl)-5-(6-((quinolin-8-yloxy)methyl)pyridin-3-yl)-1,3,4-oxadiazole